rac-(2S)-3-acetylamino-2-(tert-butoxycarbonylamino)propionic acid C(C)(=O)NC[C@@H](C(=O)O)NC(=O)OC(C)(C)C |r|